C1(CC1)C=1C=C(CN(C(CN(S(=O)(=O)C2=C(C(=C(C(=C2F)F)F)F)F)CC=2C=NC=CC2C(F)(F)F)=O)C2=C(C=C(C(=O)O)C=C2)OC)C=C(C1)C1CC1 4-(N-(3,5-dicyclopropylbenzyl)-2-(N-((4-(trifluoromethyl)pyridin-3-yl)methyl)-(2,3,4,5,6-pentafluoro-phenyl)sulfonamido)acetamido)-3-methoxybenzoic acid